BrC=1C(=NC2=CC(=CC=C2C1)/C=C/C1CCC(C1O)O)NCC1CC1 5-((E)-2-(3-bromo-2-((cyclopropylmethyl)amino)quinolin-7-yl)ethenyl)cyclopentane-1,2-diol